NC1=C2N=CN(C2=NC(=N1)C1=CC(=NC=C1)F)C1CCC(CC1)C(=O)NC1=CC(=CC=C1)OC 4-[6-amino-2-(2-fluoropyridin-4-yl)-9H-purin-9-yl]-N-(3-methoxyphenyl)cyclohexanecarboxamide